2,5-Anhydro-1-O-[tert-butyl-(dimethyl)silyl]-D-arabinitol C(C)(C)(C)[Si](OC[C@@H]1[C@H](O)[C@H](O)CO1)(C)C